prop-2-en-1-yl 2-(5-[(5-chlorothiophen-2-yl)methyl]amino-1H-pyrazol-3-yl)-4-(morpholine-4-carbonyl)piperazine-1-carboxylate ClC1=CC=C(S1)CNC1=CC(=NN1)C1N(CCN(C1)C(=O)N1CCOCC1)C(=O)OCC=C